C(C1=CC=CC=C1)OCCN1C=CC2=C1N=C(C=C2C=O)Cl 1-(2-(benzyloxy)ethyl)-6-chloro-1H-pyrrolo[2,3-b]pyridine-4-carbaldehyde